1-cyclohexyl-N4-((1r,3R,5S,7r)-3,5-dimethyladamantan-1-yl)terephthalamide C1(CCCCC1)C1(C(=O)N)CC=C(C(=O)NC23C[C@]4(C[C@](CC(C2)C4)(C3)C)C)C=C1